N1=C(C=NC2=CC=CC=C12)C1=NC(=NO1)C1=C(C(=O)O)C=CC=C1 (5-(quinoxalin-2-yl)-1,2,4-oxadiazol-3-yl)benzoic acid